3-[1-(tert-butoxycarbonyl)pyrrolidin-3-yl]-1-methylindazole-5-carboxylic acid C(C)(C)(C)OC(=O)N1CC(CC1)C1=NN(C2=CC=C(C=C12)C(=O)O)C